tert-Butyl 6-[[3-(4-chloro-3,5-dimethyl-pyrazol-1-yl)benzoyl]amino]-2,3-dihydro-1,4-benzoxazine-4-carboxylate ClC=1C(=NN(C1C)C=1C=C(C(=O)NC=2C=CC3=C(N(CCO3)C(=O)OC(C)(C)C)C2)C=CC1)C